O1C(=NC=C1)C(=O)C1NCCC1 oxazol-2-yl-(pyrrolidin-2-yl)methanone